ClC1=C(C(=O)N[C@@H](CCCNC(CF)=N)C=2OC(=CN2)C2=CC=C(C=C2)N(C)C)C(=CC=C1)OC (S)-2-Chloro-N-(1-(5-(4-(dimethylamino)phenyl)oxazol-2-yl)-4-(2-fluoroacetimidamido)butyl)-6-methoxybenzamide